OCCCCCCCCCCCCCCCCC=C 18-hydroxy-1-octadecene